(4-(4-chloro-3-fluorophenoxy)-3,5-difluorophenyl)methanol ClC1=C(C=C(OC2=C(C=C(C=C2F)CO)F)C=C1)F